tert-butyl 4-[(6-bromo-5-chloro-4-oxo-quinazoline-3-yl)methyl]piperidine-1-carboxylate BrC=1C(=C2C(N(C=NC2=CC1)CC1CCN(CC1)C(=O)OC(C)(C)C)=O)Cl